1,4-bis(p-cyanostyryl)benzene C(#N)C1=CC=C(C=CC2=CC=C(C=C2)C=CC2=CC=C(C=C2)C#N)C=C1